N1C[C@H](C(=O)NN)CCC1 |r| racemic-nipecotic acid hydrazide